C(#N)C=1C(OC(C1C)(C(F)(F)F)C1=CC=CC=C1)=C(C#N)C#N 2-(3-cyano-4-methyl-5-phenyl-5-trifluoromethyl-2(5H)-furanylidene)malononitrile